FC1(C(CNCC1)C=1C=C(C(=NC1)O)C(C(F)(F)F)O)F 5-(4,4-difluoropiperidin-3-yl)-3-(2,2,2-trifluoro-1-hydroxyethyl)pyridin-2-ol